C1(=CC=CC=C1)S(=O)(=O)O.CN1N=NC2=C1C=CC(=C2C)[C@H](CC(=O)O)C2=CC(=C(C=C2)C)CN2C[C@H](OC1=C(C2)N=C(C=C1)O)CC (R)-3-(1,4-dimethyl-1H-benzo[d][1,2,3]triazol-5-yl)-3-(3-(((R)-2-ethyl-7-hydroxy-2,3-dihydropyrido[2,3-f][1,4]oxazepin-4(5H)-yl)methyl)-4-methylphenyl)propionic acid benzenesulfonate